C(#N)C1=CC=C(C(=O)NC2(CCC2)C2=CC=C(C=C2)C=2C=NC(=CC2CO)C(F)(F)F)C=C1 4-cyano-N-(1-(4-(4-(hydroxymethyl)-6-(trifluoromethyl)pyridin-3-yl)phenyl)cyclobutyl)benzamide